CC(C(=O)N1CCC2=CC(=CC=C12)[C@H]1[C@@H](C1)NCC1CCNCC1)C Trans-2-methyl-1-(5-(2-(piperidin-4-ylmethylamino)cyclopropyl)indolin-1-yl)propan-1-one